CC1(CCN(CC1)C1=NC=2C(=CC(=CC2C=2N1N=CN2)C)C(C)=O)C 1-(5-(4,4-dimethylpiperidin-1-yl)-9-methyl-[1,2,4]triazolo[1,5-c]quinazolin-7-yl)ethan-1-one